FC(C)(C)S(=O)(=O)N[C@@H]1[C@@H](N(CC12CC2)C(=O)[C@@H]2OCC2)CC=2C(=C(C=CC2)C2=CC=CC=C2)F 2-fluoro-N-((6S,7S)-6-((2-fluoro-[1,1'-biphenyl]-3-yl)methyl)-5-((R)-oxetane-2-carbonyl)-5-azaspiro[2.4]heptan-7-yl)propane-2-sulfonamide